BrC1=C(C=C(OC(C2=C(C=C(C=C2F)C2OCC(CO2)CCC)F)(F)F)C=C1)C(F)(F)F 2-(4-((4-bromo-3-(trifluoromethyl)phenoxy)difluoromethyl)-3,5-difluorophenyl)-5-propyl-1,3-dioxane